1-[3-(4-Chloro-2-methyl-2H-pyrazol-3-yl)-4-(2-dimethylamino-ethoxy)-phenyl]-3-(4-fluoro-2-hydroxyphenyl)-urea ClC1=C(N(N=C1)C)C=1C=C(C=CC1OCCN(C)C)NC(=O)NC1=C(C=C(C=C1)F)O